(R)-2-((3,5-dicyano-4-ethyl-6-((S)-3-hydroxypyrrolidin-1-yl)pyridin-2-yl)sulfanyl)-2-(4-fluorophenyl)acetamide C(#N)C=1C(=NC(=C(C1CC)C#N)N1C[C@H](CC1)O)S[C@@H](C(=O)N)C1=CC=C(C=C1)F